ClC1=CC=C(C=C1)C(=C)C1=NC=CC(=C1)NC(OC(C)(C)C)=O Tert-butyl (2-(1-(4-chlorophenyl)vinyl)pyridin-4-yl)carbamate